5-[(3-cyanophenyl)methyl]-2-fluoro-7-hexyl-5H,6H,7H,8H,9H,10H-cyclohepta[b]indole-4-carboxylic acid C(#N)C=1C=C(C=CC1)CN1C2=C(C3=CC(=CC(=C13)C(=O)O)F)CCCC(C2)CCCCCC